ClC1=CC=C2C(=NN(C2=C1)C1=CC(=CC=C1)S(=O)(=O)C)C(C)N1N=C(C=2C1=NC=NC2N)C2=CC(=C(C=C2)OC)OC (1-(6-chloro-1-(3-(methylsulfonyl)phenyl)-1H-indazol-3-yl)ethyl)-3-(3,4-dimethoxyphenyl)-1H-pyrazolo[3,4-d]pyrimidin-4-amine